ethyl 2-[(3-bromo-2-fluoro-6-formylphenyl)mercapto]acetate BrC=1C(=C(C(=CC1)C=O)SCC(=O)OCC)F